METHYL (3S)-3-AMINO-3-(3-FORMYL-2-HYDROXY-5-METHYLPHENYL)BUTANOATE N[C@](CC(=O)OC)(C)C1=C(C(=CC(=C1)C)C=O)O